N-(1-methylethylidene)-1-propylamine CC(C)=NCCC